γ-glycidoxypropylmethoxyethoxydiethylsilane C(C1CO1)OCCC[Si](CC)(CC)OCCOC